C1(CC1)CNC=1C=C(C=NC1)C(=O)NC1=C(C=CC(=C1)C(N[C@@H]1[C@H](CCCC1)O)=O)C 5-[(Cyclopropylmethyl)amino]-N-(5-{[(1S,2S)-2-hydroxycyclohexyl]carbamoyl}-2-methylphenyl)pyridine-3-carboxamide